(5-fluoro-2-hydroxyphenyl)ethanone FC=1C=CC(=C(C1)C(C)=O)O